C1(=C2N(C=N1)CCC2)C(C(=O)NC=2SC=CN2)N2N=C1C(=C(C=C(C1=C2)C(F)(F)F)C2=CC=C(C=C2)C2CCN(CC2)CC)C 2-(6,7-dihydro-5H-pyrrolo[1,2-c]imidazol-1-yl)-2-(6-(4-(1-ethylpiperidin-4-yl)phenyl)-7-methyl-4-(trifluoromethyl)-2H-indazol-2-yl)-N-(thiazol-2-yl)acetamide